(3S)-3-(5-fluoro-3-pyridinyl)-5-hydroxy-isoxazolidine-2-carboxylic acid tert-butyl ester C(C)(C)(C)OC(=O)N1OC(C[C@H]1C=1C=NC=C(C1)F)O